(S)-2-(6-Chloroisoindoline-4-yl)pyrrolidine-1-carboxylic acid tert-butyl ester C(C)(C)(C)OC(=O)N1[C@@H](CCC1)C1=C2CNCC2=CC(=C1)Cl